5-chlorothiazole-2-carboxamide ClC1=CN=C(S1)C(=O)N